C(=O)C=1N(C(=CC1)CO)CCCC(=O)O 4-[2-formyl-5-(hydroxymethyl)-1H-pyrrol-1-yl]butyric acid